2,6-dimethoxypyridine-3,5-diboronic acid COC1=NC(=C(C=C1B(O)O)B(O)O)OC